C(C)(C)(C)C1=C(C2=C(C(=C1O2)OC)OC)C(C)(C)C (di-tert-butyl-dimethoxy-1,4-phenylene) ether